CN1N=CC(=C1)CN1C=2N(C3=CC=C(C=C3C1=O)S(=O)(=O)NC1(CC1)C)C1(CN2)CCC1 4'-((1-methyl-1H-pyrazol-4-yl)methyl)-N-(1-methylcyclopropyl)-5'-oxo-4',5'-dihydro-2'H-spiro[cyclobutane-1,1'-imidazo[1,2-a]quinazoline]-7'-sulfonamide